1,2-dimethyl-1H-imidazo[4,5-b]pyridin-6-amine CN1C(=NC2=NC=C(C=C21)N)C